C12COCC2C1C=1N=C2N(C=C(C(=N2)OC(C)C)I)C1 2-(3-oxabicyclo[3.1.0]hex-6-yl)-6-iodo-7-isopropoxylimidazo[1,2-a]pyrimidine